4-amino-7-methylimidazo[1,5-a]quinoxalin-8-carboxylic acid NC=1C=2N(C3=CC(=C(C=C3N1)C)C(=O)O)C=NC2